3-(5-methyl-4-oxo-1,2,3-benzotriazin-3-yl)piperidine-2,6-dione CC1=CC=CC2=C1C(N(N=N2)C2C(NC(CC2)=O)=O)=O